2-(4-chlorophenylsulfonyl)-3-methyl-2H-benzo[g]indazole-4,5-dione ClC1=CC=C(C=C1)S(=O)(=O)N1N=C2C3=C(C(C(C2=C1C)=O)=O)C=CC=C3